2,3,5-trifluoro-6-bromoaniline FC1=C(N)C(=C(C=C1F)F)Br